FC1=C(C(=C(C(=C1[B-](C1=C(C(=C(C(=C1F)F)F)F)F)(C1=C(C(=C(C(=C1F)F)F)F)F)C1=C(C(=C(C(=C1F)F)F)F)F)F)F)F)F.C1(=CC=CC=C1)[S+](C1=CC=CC=C1)C1=CC=CC=C1 Triphenylsulfonium Tetrakis(pentafluorophenyl)borate